C(C)(C)(C)C1=C(C2=C(C(=NO2)NC2=CC(=CC=C2)C(F)(F)F)C=C1)C#CC1=CN=C2N1N=CC=C2 6-(tert-butyl)-7-(imidazo[1,2-b]pyridazin-3-ylethynyl)-N-(3-(trifluoromethyl)phenyl)benzo[d]isoxazol-3-amine